[OH-].C[N+](C)(C)C Tetramethylammonium hydroxid